[2H]C1(C=2N(CCN1)N=C(C2)C(F)(F)F)[2H] 4,4-dideuterio-2-(trifluoromethyl)-6,7-dihydro-5H-pyrazolo[1,5-a]pyrazine